N-[[4-[3-(aminomethyl)pyrrolidin-1-yl]-2-[4-chloro-3-(trifluoromethyl)phenyl]pyrimidin-5-yl]methyl]methanesulfonamide NCC1CN(CC1)C1=NC(=NC=C1CNS(=O)(=O)C)C1=CC(=C(C=C1)Cl)C(F)(F)F